1-(2-((4,4-difluorocyclohexyl)amino)-6-(3-methyl-1H-pyrazol-1-yl)pyridin-4-yl)ethan-1-one FC1(CCC(CC1)NC1=NC(=CC(=C1)C(C)=O)N1N=C(C=C1)C)F